2-(2,6-dioxopiperidin-3-yl)-5-fluoro-6-((4-(1-isopropyl-6-((2-(4-methoxypiperidin-1-yl)pyrimidin-4-yl)amino)-1H-pyrazolo[4,3-c]pyridin-3-yl)piperazin-1-yl)methyl)isoindoline-1,3-dione O=C1NC(CCC1N1C(C2=CC(=C(C=C2C1=O)F)CN1CCN(CC1)C1=NN(C2=C1C=NC(=C2)NC2=NC(=NC=C2)N2CCC(CC2)OC)C(C)C)=O)=O